COC=1C(=C(C=CC1)C=1C=C2C=NN(C(C2=CC1)=O)C1=NC=C(C=C1)SC)C 6-(3-Methoxy-2-methylphenyl)-2-(5-(methylthio)pyridin-2-yl)phthalazin-1(2H)-one